ClC1=C(C=CC=C1)CC(=O)NC1=CC(=C(C=C1)C=1C=NNC1)S(N=CN(C)C)(=O)=O 2-(2-chlorophenyl)-N-[3-{[(dimethylamino)methylidene]Sulfamoyl}-4-(1H-pyrazol-4-yl)phenyl]Acetamide